N1=CN=C2N=CNC2=C1C=O (7H-purin-6-yl)methanone